CC1=NC(=CC=C1C1=NN2C(O[C@@H](CC2)C)=C1C(=O)N[C@@H]1C(NC2=C(C(=N1)C1=CC=CC=C1)C=CC=C2)=O)C (5R)-2-(2,6-dimethyl-3-pyridinyl)-5-methyl-N-[(3S)-2-oxo-5-phenyl-1,3-dihydro-1,4-benzodiazepine-3-yl]-6,7-dihydro-5H-pyrazolo[5,1-b][1,3]Oxazine-3-carboxamide